CN([C@H](CNC(C[C@H](CC(C)C)C1=CC=CC=C1)=O)CC=1C=C2CC(NC2=CC1)=O)C (S)-N-((S)-2-(dimethylamino)-3-(2-oxoindolin-5-yl)propyl)-5-methyl-3-phenylhexanamide